tert-butyl 4-(3-(phenoxymethyl)-1H-pyrazol-1-yl)piperidine-1-carboxylate O(C1=CC=CC=C1)CC1=NN(C=C1)C1CCN(CC1)C(=O)OC(C)(C)C